1-(3-((4-(4-((1R,2S)-6-hydroxy-2-phenyl-1,2,3,4-tetrahydronaphthalen-1-yl)phenyl)piperazin-1-yl)methyl)phenyl)dihydropyrimidine-2,4(1H,3H)-dione OC=1C=C2CC[C@@H]([C@@H](C2=CC1)C1=CC=C(C=C1)N1CCN(CC1)CC=1C=C(C=CC1)N1C(NC(CC1)=O)=O)C1=CC=CC=C1